NC1=CC(=C(OCCN2CCN(CC2)C(=O)OC(C)(C)C)C=C1)C(C)(F)F tert-Butyl 4-(2-(4-amino-2-(1,1-difluoroethyl)phenoxy)ethyl)piperazine-1-carboxylate